2-(((4-Methoxy-3,5-Dimethylpyridin-2-yl) Methyl)sulfinyl)-1H-Benzo[d]imidazol-5-yl (Z)-but-2-Enoat C(\C=C/C)(=O)OC1=CC2=C(NC(=N2)S(=O)CC2=NC=C(C(=C2C)OC)C)C=C1